C1(CCC1)NC1=CC(=NC=C1)C(=O)O 4-(Cyclobutylamino)pyridine-2-carboxylic acid